(1-(Cyclopropylmethyl)-7-(2-ethyl-6-methylpyridin-3-yl)-2-(1,2,5,6-tetrahydropyridin-3-yl)-1H-indol-5-yl)(4-(5-fluoro-3-methoxypyridin-2-yl)piperazin-1-yl)methanone C1(CC1)CN1C(=CC2=CC(=CC(=C12)C=1C(=NC(=CC1)C)CC)C(=O)N1CCN(CC1)C1=NC=C(C=C1OC)F)C=1CNCCC1